(2S,4R)-4-hydroxy-2-[4-(2-methyl-4-nitrophenyl)sulfanylpiperidine-1-carbonyl]pyrrolidine-1-carboxylic acid tert-butyl ester C(C)(C)(C)OC(=O)N1[C@@H](C[C@H](C1)O)C(=O)N1CCC(CC1)SC1=C(C=C(C=C1)[N+](=O)[O-])C